2-(6-cyano-1-(2-(2-(cyclopropylmethoxy)phenyl)-2-((tetrahydro-2H-pyran-4-yl)oxy)ethyl)-5-methyl-2,4-dioxo-1,2-dihydrothieno[2,3-d]pyrimidin-3(4H)-yl)-2-methylpropionic acid C(#N)C1=C(C2=C(N(C(N(C2=O)C(C(=O)O)(C)C)=O)CC(OC2CCOCC2)C2=C(C=CC=C2)OCC2CC2)S1)C